C1(CCCCC1)[C@H](NC(=O)C1=NON=C1CC)C=1N=C2N(N=C(C(=N2)N2CCOCC2)C[C@@H]2C(NC[C@@H](C2)C(F)(F)F)=O)C1 N-((S)-cyclohexyl(3-morpholino-2-(((3R,5R)-2-oxo-5-(trifluoromethyl)piperidin-3-yl)methyl)imidazo[1,2-b][1,2,4]triazin-6-yl)methyl)-4-ethyl-1,2,5-oxadiazole-3-carboxamide